OCCCC1=C(CN2CCN3C2=NC(C2=C3CCN(C2)CC2=CC=C(C=C2)C(F)(F)F)=O)C=CC=C1 3-(2-(3-hydroxypropyl)benzyl)-7-(4-(trifluoromethyl)benzyl)-2,3,6,7,8,9-hexahydroimidazo[1,2-a]pyrido[3,4-e]pyrimidin-5(1H)-one